(1S,2S)-tert-butyl 2-((S)-1-hydroxyethyl)cyclopropane-1-carboxylate O[C@@H](C)[C@@H]1[C@H](C1)C(=O)OC(C)(C)C